Carbamoyl (2r)-2,5-Diaminopentanoate N[C@@H](C(=O)OC(N)=O)CCCN